(2,6-dibenzyl-1,4-phenylene) ether C(C1=CC=CC=C1)C1=C2C(=CC(=C1)O2)CC2=CC=CC=C2